(S)-2-(3-(acrylamidomethyl)-1-(4-(trifluoromethoxy) phenyl)-1H-pyrazolo[3,4-b]pyridin-4-yl)-2-hydroxyethyl dihydrogen phosphate P(=O)(OC[C@@H](O)C1=C2C(=NC=C1)N(N=C2CNC(C=C)=O)C2=CC=C(C=C2)OC(F)(F)F)(O)O